C(C)OC=1C(=C(C=C(C1)CCCCC)O)C1C=C(CCC1C(=C)C)C 3-Ethoxy-2-(3-methyl-6-prop-1-en-2-ylcyclohex-2-en-1-yl)-5-pentylphenol